5-(2-(piperidin-1-yl)ethoxy)-2,2'-bipyridine N1(CCCCC1)CCOC=1C=CC(=NC1)C1=NC=CC=C1